C(#N)C1=CC(=C(OCC2=NC=CC(=N2)OC2CCN(CC2)CC=2N(C=3C(=NC=C(C3)C(=O)OC)N2)C[C@H]2OCC2)C=C1)F Methyl (S)-2-((4-((2-((4-cyano-2-fluorophenoxy)methyl)pyrimidin-4-yl)oxy)piperidin-1-yl)methyl)-1-(oxetan-2-ylmethyl)-1H-imidazo[4,5-b]pyridine-6-carboxylate